C1(CCC(N1OC(=O)OCCS(=O)(=O)CCOC(=O)ON1C(CCC1=O)=O)=O)=O bis(2-(succinimidooxycarbonyloxy) ethyl) sulfone